ClC1=NC=C(C(=C1)N1C[C@@H](CCC1)NC(OC(C)(C)C)=O)I tert-butyl (R)-(1-(2-chloro-5-iodopyridin-4-yl)piperidin-3-yl)carbamate